monoglyceryl monocaprate O(C(=O)CCCCCCCCC)CC(O)CO